N-{5-[3-cyclopropyl-5-(4-methylpiperazin-1-yl)phenyl]-6-methylpyridin-2-yl}-2-methylpyrimidine-5-carboxamide C1(CC1)C=1C=C(C=C(C1)N1CCN(CC1)C)C=1C=CC(=NC1C)NC(=O)C=1C=NC(=NC1)C